(S)-16-(1-(9H-fluoren-9-yl)-3-oxo-2,7,10-trioxa-4-azatridecan-13-amido)-15-oxo-2,5,8,11-tetraoxa-14-azanonadecan-19-oic acid C1=CC=CC=2C3=CC=CC=C3C(C12)COC(NCCOCCOCCC(=O)N[C@H](C(NCCOCCOCCOCCOC)=O)CCC(=O)O)=O